N-hydroxy-4-{[5-(3-methyl-4-oxo-3,4-dihydroquinazolin-6-yl)-3-(4-bromophenyl)-1H-pyrazol-1-yl]methyl}benzamide ONC(C1=CC=C(C=C1)CN1N=C(C=C1C=1C=C2C(N(C=NC2=CC1)C)=O)C1=CC=C(C=C1)Br)=O